BrC1=CC=C2C(=NN(C2=C1)C)CCl 6-bromo-3-(chloromethyl)-1-methyl-1H-indazole